4-ethoxy-5-methoxy-2-(2-(methylsulfonyl)vinyl)pyridine C(C)OC1=CC(=NC=C1OC)C=CS(=O)(=O)C